C(C)OC(C1=C(C=C(C=C1C)N(CC1=CC=CC=C1)CC1=CC=CC=C1)C(F)F)=O 4-(dibenzylamino)-2-(difluoromethyl)-6-methylbenzoic acid ethyl ester